2-[1-(benzyloxy)-2,6-dioxopiperidin-3-yl]-2,3-dihydro-1H-isoindole-1,4-dione C(C1=CC=CC=C1)ON1C(C(CCC1=O)N1C(C2=CC=CC(C2C1)=O)=O)=O